iridium (III) ((N-methyl-benzimidazol-2-yl-7-(diethylamino)-coumarin)) CN1C(=NC2=C1C=CC=C2)C=2C(OC1=CC(=CC=C1C2)N(CC)CC)=O.[Ir+3]